2-(9-bromo-8-chloro-10-fluoro-4-methyl-5,6-dihydro-4H-[1,4]oxazepino[5,6,7-de]quinazolin-5-yl)acetonitrile BrC=1C(=C2C=3C(=NC=NC3C1F)N(C(CO2)CC#N)C)Cl